2-(2-fluoro-6-methoxyphenyl)-N-[(3S)-9-fluoro-2-oxo-5-phenyl-1,3-dihydro-1,4-benzodiazepine-3-yl]-6,7-dihydro-5H-pyrazolo[5,1-b][1,3]Oxazine-3-carboxamide FC1=C(C(=CC=C1)OC)C1=NN2C(OCCC2)=C1C(=O)N[C@@H]1C(NC2=C(C(=N1)C1=CC=CC=C1)C=CC=C2F)=O